2-oxo-2,3-dihydro-1H-benzo[d]imidazole-5-carbaldehyde O=C1NC2=C(N1)C=CC(=C2)C=O